(7S)-7-Methyl-3-{[(oxan-4-yl)carbamoyl]methyl}-2-[2-(2-oxo-1,2-dihydropyridin-1-yl)ethyl]-3H,6H,7H,8H,9H-imidazo[4,5-f]chinolin C[C@@H]1NC2=CC=C3C(=C2CC1)N=C(N3CC(NC3CCOCC3)=O)CCN3C(C=CC=C3)=O